[O-2].[Ba+2].[Sn+4].[O-2].[O-2] tin barium oxide